7α,24-S-dihydroxycholesterol O[C@H]1[C@H]2[C@@H]3CC[C@H]([C@@H](CCC(C(C)C)O)C)[C@]3(CC[C@@H]2[C@]2(CC[C@@H](CC2=C1)O)C)C